Cl.N[C@@H](C)C(=O)O alaninate hydrochloride